3-chloro-4-isopropoxybenzene ClC=1C=CC=CC1OC(C)C